(2s,3r)-3-[[(2r,3s,4r,5r)-5-(4-aminopyrrolo[2,1-f][1,2,4]triazin-7-yl)-5-cyano-3,4-dihydroxy-tetrahydrofuran-2-yl]methoxycarbonyloxy]-2-(dimethylamino)butanoic acid isopropyl ester C(C)(C)OC([C@H]([C@@H](C)OC(=O)OC[C@H]1O[C@@]([C@@H]([C@@H]1O)O)(C#N)C1=CC=C2C(=NC=NN21)N)N(C)C)=O